FC1=CC=C(C=C1)N1N=C(N=C1C=1SC=CC1)CN1CCC(CC1)(C)C ((1-(4-fluorophenyl)-5-(thiophen-2-yl)-1H-1,2,4-triazol-3-yl)methyl)-4,4-dimethylpiperidine